CC(CCNC(=O)C1CN(C1)C1=CC=C2C(C(=CN(C2=N1)C1=NC=NS1)C(=O)O)=O)C 7-{3-[(3-methylbutyl)carbamoyl]azetidin-1-yl}-4-oxo-1-(1,2,4-thiadiazol-5-yl)-1,4-dihydro-1,8-naphthyridine-3-carboxylic acid